3-(2-methoxyethyl)-5-methyl-1-(oxan-2-yl)pyrazole COCCC1=NN(C(=C1)C)C1OCCCC1